(R or S)-2-(3-chloro-2-ethylphenyl)pyrrolidine ClC=1C(=C(C=CC1)[C@@H]1NCCC1)CC |o1:7|